propylchromic acid C(CC)[Cr](=O)(=O)(O)O